1-(2-methyl-5-nitro-phenyl)guanidine CC1=C(C=C(C=C1)[N+](=O)[O-])NC(=N)N